calcium magnesium carbonate salt C([O-])([O-])=O.[Mg+2].[Ca+2].C([O-])([O-])=O